2-aminocyclohexan-1-ol NC1C(CCCC1)O